ClC=1C=C(C=CC1F)NC(N(C)C(C)C1=CNC(C2=CC(=C(C=C12)F)F)=O)=O 3-(3-chloro-4-fluorophenyl)-1-(1-(6,7-difluoro-1-oxo-1,2-dihydroisoquinolin-4-yl)ethyl)-1-(methyl)urea